6-(3-aminopiperidine-1-carbonyl)indolin-2-one NC1CN(CCC1)C(=O)C1=CC=C2CC(NC2=C1)=O